N(=[N+]=[N-])C=1N=C(C2=C(N1)CCCN2)NC2CCCC2 2-azido-N-cyclopentyl-5,6,7,8-tetrahydropyrido[3,2-d]pyrimidin-4-amine